4-ethoxy-1-(4-fluorophenyl)butan-1-one C(C)OCCCC(=O)C1=CC=C(C=C1)F